(R)- and (S)-mandelic acid C([C@H](O)C1=CC=CC=C1)(=O)O |r|